(2-(methylamino)ethyl)aminoisoindoline-1,3-dione CNCCNN1C(C2=CC=CC=C2C1=O)=O